N-cyclobutyl-2-[[2-[2,6-dichloro-4-[6-(difluoromethyl)-3,5-dioxo-1,2,4-triazin-2-yl]phenoxy]-5-methoxy-4-pyridyl]sulfonylamino]acetamide C1(CCC1)NC(CNS(=O)(=O)C1=CC(=NC=C1OC)OC1=C(C=C(C=C1Cl)N1N=C(C(NC1=O)=O)C(F)F)Cl)=O